5-(4-Acrylamidophenyl)-1-methyl-4-(4-((6-methylpyridin-2-yl)oxy)phenyl)-1H-pyrrole-3-carboxamide C(C=C)(=O)NC1=CC=C(C=C1)C1=C(C(=CN1C)C(=O)N)C1=CC=C(C=C1)OC1=NC(=CC=C1)C